C(=O)(C=C)N1[C@@H](CCCC1)C1=NC(=C2N1C=CN=C2N)C2=CC=C(C(=O)NC1=NC=CC=C1)C=C2 (S)-4-(3-(1-acrylpiperidin-2-yl)-8-aminoimidazo[1,5-a]pyrazin-1-yl)-N-(pyridine-2-yl)benzamide